N-{3-amino-7-[2-(bromomethyl)phenyl]-4-(2-chloro-5-fluorophenoxy)-1-(oxan-2-yl)indazol-5-yl}-3-fluoro-5-(trifluoromethyl)benzamide NC1=NN(C2=C(C=C(C(=C12)OC1=C(C=CC(=C1)F)Cl)NC(C1=CC(=CC(=C1)C(F)(F)F)F)=O)C1=C(C=CC=C1)CBr)C1OCCCC1